ClC=1C2=C(C(N(C1)C1=CC(=CC=C1)[C@H](C1=NN=CN1C)C1CCCCC1)=O)N(C(=C2)CO)COCC[Si](C)(C)C 4-chloro-6-{3-[(R)-cyclohexyl(4-methyl-4H-1,2,4-triazol-3-yl)methyl]phenyl}-2-(hydroxymethyl)-1-{[2-(trimethylsilyl)ethoxy]methyl}-1,6-dihydro-7H-pyrrolo[2,3-c]pyridin-7-one